N-(3-methylbutan-2-yl)decane-1,10-diamine CC(C(C)NCCCCCCCCCCN)C